FC1=C(C=C(C(=C1)C)C1=CC(=NC(=C1)N1CCOCC1)C=1N(N=CC1)C)NC(=O)C1NCC=C1C(F)(F)F N-{2-fluoro-4-methyl-5-[2-(2-methylpyrazol-3-yl)-6-(morpholin-4-yl)pyridin-4-yl]phenyl}-3-(trifluoromethyl)-2,5-dihydropyrrole-carboxamide